2-(2,6-dioxopiperidin-3-yl)-5-((3-(3-(4-(quinoxalin-2-yl)-1H-pyrazol-1-yl)piperidin-1-yl)propyl)amino)isoindoline-1,3-dione O=C1NC(CCC1N1C(C2=CC=C(C=C2C1=O)NCCCN1CC(CCC1)N1N=CC(=C1)C1=NC2=CC=CC=C2N=C1)=O)=O